ClC1=C(C=NC(=C1)C1=CC=NC2=CC=C(C=C12)F)OC[C@](CC(C)C)(N)C (S)-1-((4-chloro-6-(6-fluoroquinolin-4-yl)pyridin-3-yl)oxy)-2,4-dimethylpentan-2-amine